FC=1C(=NC=NC1N(CC1=CC=C(C=C1)C(F)(F)F)C([2H])([2H])[2H])NC[C@@H]1[C@H](CN(CC1)CC(=O)N)O ((3R,4R)-4-(((5-fluoro-6-((methyl-d3)(4-(trifluoromethyl)benzyl)amino)pyrimidin-4-yl)amino)methyl)-3-hydroxypiperidin-1-yl)acetamide